C1(=CC=CC=C1)S(=O)(=O)N1N=CC2=CC(=C(C=C12)NC(C)=O)C(C1=CC=C(C=C1)F)=O N-[1-(phenylsulfonyl)-5-(4-fluorobenzoyl)indazol-6-yl]acetamide